C(=O)(O)C1=CC=C(C=C1)CCN(CCC1=C(C=CC=C1)OCC1=C(C=C(C=C1)C1=CC=C(C=C1)C(F)(F)F)Cl)C=1C(=NC=2CCCCC2C1)C(=O)O {[2-(4-carboxyphenyl)ethyl][2-(2-{[3-chloro-4'-(trifluoromethyl)biphenyl-4-yl]methoxy}phenyl)ethyl]amino}-5,6,7,8-tetrahydro-quinoline-2-carboxylic acid